(2R,3R,4S,5S)-2-((benzoyloxy) methyl)-5-cyanotetrahydrofuran-3,4-diyl dibenzoate C(C1=CC=CC=C1)(=O)O[C@@H]1[C@H](O[C@H]([C@@H]1OC(C1=CC=CC=C1)=O)C#N)COC(C1=CC=CC=C1)=O